P(=O)(O)(O)OC1=C(C(=C(C=C1)CCCCCCCCCCCCCCCCCC)CCCCCCCCCCCCCCCCCC)CCCCCCCCCCCCCCCCCC tristearyl-phenol phosphate